N-(2-oxo-2-((2'-oxo-1,1',2',3-tetrahydrospiro[indene-2,3'-pyrrolo[2,3-b]pyridin]-5-yl)amino)ethyl)pivalamide O=C(CNC(C(C)(C)C)=O)NC=1C=C2CC3(C(NC4=NC=CC=C43)=O)CC2=CC1